O=C1C2(C=3C(=NC=CC3)N1)CC1=C(SC(=C1)C(=O)[O-])C2 oxo-1',2',4,6-tetrahydrospiro[cyclopenta[b]thiophene-5,3'-pyrrolo[2,3-b]pyridine]-2-carboxylate